5-(1-(6-chloro-5-methylpyridin-3-yl)-1-hydroxyethyl)isoxazole-3-carboxylic acid ClC1=C(C=C(C=N1)C(C)(O)C1=CC(=NO1)C(=O)O)C